N-[4-(methanesulfonyloxy)phenyl]-N'-[4-(propanesulfonyloxy)phenyl]urea CS(=O)(=O)OC1=CC=C(C=C1)NC(=O)NC1=CC=C(C=C1)OS(=O)(=O)CCC